N1(C=NC=C1)CC[C@]1(CN(CC1)C1(CC1)C=1C=CC(=NC1)C)COCC (R)-5-(1-(3-(2-(1H-imidazol-1-yl)ethyl)-3-(ethoxymethyl)pyrrolidin-1-yl)cyclopropyl)-2-methylpyridine